tert-butyl 4-(4-(5-(ethoxycarbonyl)-2-(4-methoxybenzyl)-2H-1,2,3-triazol-4-yl) phenyl)-3,6-dihydropyridine-1(2H)-carboxylate C(C)OC(=O)C=1C(=NN(N1)CC1=CC=C(C=C1)OC)C1=CC=C(C=C1)C=1CCN(CC1)C(=O)OC(C)(C)C